COC1=C(C=CC=C1)NC1=NC(N(C=C1)C)N1C(CNCC1)C (racemic)-4-((2-methoxyphenyl)amino)-N-methyl-2-(2-methylpiperazin-1-yl)pyrimidine